2-((2r,6s)-2,6-dimethylpiperazin-1-yl)-N-(6-(2,4-dioxotetrahydropyrimidin-1(2H)-yl)pyridin-3-yl)acetamide hydrobromide Br.C[C@H]1N([C@H](CNC1)C)CC(=O)NC=1C=NC(=CC1)N1C(NC(CC1)=O)=O